N1CC(C1)C1=CC=C(C=N1)N1C(=NC=2C1=NC(=CC2)C2=CC=CC=C2)C=2C(=NC=CC2)N 3-[3-[6-(azetidin-3-yl)-3-pyridyl]-5-phenyl-imidazo[4,5-b]pyridin-2-yl]pyridin-2-amine